ethyl 2-[[2-(tert-butoxycarbonylamino)-1-(3-thienyl)ethyl] amino]-6-chloro-pyridine-3-carboxylate C(C)(C)(C)OC(=O)NCC(C1=CSC=C1)NC1=NC(=CC=C1C(=O)OCC)Cl